ClC1=C(C=C(C=C1)C1OC(C(C(C1O)O)O)SC)CC1=CC(=C(C=C1)OC[C@H]1OC1)F 2-[4-chloro-3-[[3-fluoro-4-[[(2S)-oxiran-2-yl]methoxy]phenyl]methyl]phenyl]-6-methylsulfanyl-tetrahydropyran-3,4,5-triol